N-(3,5-difluorobenzyl)-1-(6-(1,4-dimethyl-1H-pyrazol-5-yl)pyrimidin-4-yl)piperidine-4-carboxamide FC=1C=C(CNC(=O)C2CCN(CC2)C2=NC=NC(=C2)C2=C(C=NN2C)C)C=C(C1)F